(E)-ethyl 3-(1-ethyl-3-methyl-4-nitro-1H-pyrazol-5-yl)-2-methylacrylate C(C)N1N=C(C(=C1/C=C(/C(=O)OCC)\C)[N+](=O)[O-])C